methyl-7-[4-(prop-2-enoylamino)-2-pyridyl]quinazoline-2-carboxylate COC(=O)C1=NC2=CC(=CC=C2C=N1)C1=NC=CC(=C1)NC(C=C)=O